isopropyl (S)-6-diazo-2-((S)-2-hydroxy-2-(p-tolyl)acetamido)-5-oxohexanoate [N+](=[N-])=CC(CC[C@@H](C(=O)OC(C)C)NC([C@H](C1=CC=C(C=C1)C)O)=O)=O